COC1=CC=C(CN(S(=O)(=O)C2=NN(C=C2F)C2(CC2)C(=O)OC)CC2=CC=C(C=C2)OC)C=C1 methyl 1-(3-(N,N-bis(4-methoxybenzyl)sulfamoyl)-4-fluoro-1H-pyrazol-1-yl)-cyclopropanecarboxylate